2-(2'-ethyl-3',6'-difluoro-2-methyl-4'-((8-(methylsulfonyl)-3,8-diazabicyclo[3.2.1]octan-3-yl)methyl)-[1,1'-biphenyl]-4-yl)-1,1,1,3,3,3-hexafluoropropan-2-ol C(C)C1=C(C(=CC(=C1F)CN1CC2CCC(C1)N2S(=O)(=O)C)F)C2=C(C=C(C=C2)C(C(F)(F)F)(C(F)(F)F)O)C